2-ethyl-2-morpholinophenone C(C)C1(CNCCO1)C(=O)C1=CC=CC=C1